di(tolyl) phenyl phosphate P(=O)(OC1=C(C=CC=C1)C)(OC1=C(C=CC=C1)C)OC1=CC=CC=C1